dipentaerythritol penta(2-mercaptoacetate) SCC(=O)OCC(COC(CS)=O)(COCC(COC(CS)=O)(COC(CS)=O)COC(CS)=O)CO